N-benzylaminophosphonic acid C(C1=CC=CC=C1)NP(O)(O)=O